N-cyclopropyl-6-({3-[5-(1,3-dioxolan-2-yl)pyridin-2-yl]phenyl}amino)imidazo[1,2-b]pyridazine-3-carboxamide C1(CC1)NC(=O)C1=CN=C2N1N=C(C=C2)NC2=CC(=CC=C2)C2=NC=C(C=C2)C2OCCO2